2-(5'-tert-Butyl-2'-hydroxy-phenyl)benzotriazole C(C)(C)(C)C=1C=CC(=C(C1)N1N=C2C(=N1)C=CC=C2)O